N-((1R,5S,8s)-3-(5-(6-(3-cyanopyrrolo[1,2-b]pyridazin-7-yl)-4-(isopropylamino)pyridin-3-yl)-1,3,4-thiadiazol-2-yl)-3-azabicyclo[3.2.1]octan-8-yl)-3-methyloxetane-3-carboxamide C(#N)C1=CC=2N(N=C1)C(=CC2)C2=CC(=C(C=N2)C2=NN=C(S2)N2C[C@H]1CC[C@@H](C2)C1NC(=O)C1(COC1)C)NC(C)C